4-amino-9-(4-(4-(4-amino-2-fluorophenyl)piperazin-1-yl)phenyl)-7-methylbenzo[4,5]imidazo[1,2-a]quinazolin-5(7H)-one NC=1C=2C(N=C3N(C2C=CC1)C1=C(N3C)C=C(C=C1)C1=CC=C(C=C1)N1CCN(CC1)C1=C(C=C(C=C1)N)F)=O